C(C(C)C)(=O)O.C(C(C)C)(=O)O.C(C(C)C)(=O)O.C(C(C)C)(=O)O.C(C(C)C)(=O)O.OC1[C@H](N)[C@@H](O)[C@H](O)[C@H](O1)CO D-glucosamine pentaisobutyrate